(3,3-difluoro-4-hydroxy-1-azaspiro[4.4]nonan-1-yl)(6-(trifluoromethyl)pyridin-2-yl)methanone FC1(CN(C2(C1O)CCCC2)C(=O)C2=NC(=CC=C2)C(F)(F)F)F